ClC1=NC=C(C(=C1)C1=C(C=NC(=C1)C)C(=O)NC=1SC2=C(N1)CN(C2)C(C2=C(N=C(C=C2)C(F)(F)F)C)=O)OC 2'-chloro-5'-methoxy-6-methyl-N-(5-(2-methyl-6-(trifluoromethyl)nicotinoyl)-5,6-dihydro-4H-pyrrolo[3,4-d]thiazol-2-yl)-[4,4'-bipyridine]-3-carboxamide